3-(4-(Chloromethyl)-3-fluoropyridin-2-yl)piperidine-2,6-dione ClCC1=C(C(=NC=C1)C1C(NC(CC1)=O)=O)F